ClC[C@H](N)C(=O)O 3-Chloro-L-alanine